[N].[Co].[Ni] nickel-cobalt nitrogen